4-(but-3-en-1-yloxy)-2-chloro-6-methylimidazo[2,1-f][1,2,4]triazine C(CC=C)OC1=NC(=NN2C1=NC(=C2)C)Cl